COCC1=NN(C(=C1)C(=O)NC1=NNC(=C1)[C@H]1C[C@H](CC1)C=1C(NC(=CC1)C)=O)C |o1:16,18| rel-3-(methoxymethyl)-1-methyl-N-(5-((1R,3S)-3-(6-methyl-2-oxo-1,2-dihydropyridin-3-yl)cyclopentyl)-1H-pyrazol-3-yl)-1H-pyrazole-5-carboxamide